6-(1-oxo-4,5-dihydro-3H-isothiazol-1-yl)pyridine-3-carboxylic Acid O=S1(NCCC1)C1=CC=C(C=N1)C(=O)O